1H,4H-imidazo[4,5-b]indole N1C=NC=2NC=3C=CC=CC3C21